6-((6-amino-5-methoxypyrimidin-4-yl)amino)-1',8-dimethyl-2H-spiro[imidazo[1,5-a]pyridine-3,4'-piperidine]-1,5-dione NC1=C(C(=NC=N1)NC1=CC(=C2N(C1=O)C1(CCN(CC1)C)NC2=O)C)OC